1-[[5-[6-(4,7-difluoro-3H-benzotriazol-5-yl)-2-pyridinyl]-4-methyl-thiazol-2-yl]methoxy]-2-methyl-propan-2-ol FC1=C(C=C(C=2N=NNC21)F)C2=CC=CC(=N2)C2=C(N=C(S2)COCC(C)(O)C)C